CC1=NN2C(N=C(C=C2)C=2C=C3CN(C(C3=CC2)=O)[C@@H]2C(NC(CC2)=O)=O)=C1 (S)-3-(5-(2-methylpyrazolo[1,5-a]pyrimidin-5-yl)-1-oxoisoindolin-2-yl)piperidine-2,6-dione